CC1=C(C=CC(=N1)NC=1N=CC2=C(N1)C(=NC(=C2)[C@@H](C)O)N2CCCC2)N2CCNCC2 (1R)-1-[2-[(6-methyl-5-piperazin-1-ylpyridin-2-yl)amino]-8-pyrrolidin-1-ylpyrido[3,4-d]pyrimidin-6-yl]ethanol